(4-(sec-butoxy)-2-methylphenyl)methanol C(C)(CC)OC1=CC(=C(C=C1)CO)C